C(C)(C)(C)OC(=O)N1CCCC2=CC=C(N=C12)C[C@@H]1C[C@@H](C1)C(N[C@@H](CC(=O)OCC)C1=CC(=C(C=C1)OC)F)=O 7-((cis-3-(((S)-3-ethoxy-1-(3-fluoro-4-methoxyphenyl)-3-oxopropyl)-carbamoyl)cyclobutyl)methyl)-3,4-dihydro-1,8-naphthyridine-1(2H)-carboxylic acid tert-butyl ester